2,6-dimethoxy-4-(7-pyridazin-4-ylimidazo[1,2-a]pyridin-3-yl)-N-(2,2,2-trifluoroethyl)benzamide COC1=C(C(=O)NCC(F)(F)F)C(=CC(=C1)C1=CN=C2N1C=CC(=C2)C2=CN=NC=C2)OC